C(C)(C)(C)OC(=O)NC1CC=2C(=C(SC2)C(=O)OCC)CC1 ethyl 5-(tert-butoxycarbonylamino)-4,5,6,7-tetrahydro-2-benzothiophene-1-carboxylate